ClCC=1C=C(C(=C(C1)I)OC)OC 5-(chloromethyl)-1-iodo-2,3-dimethoxy-benzene